(11aS)-7-Methoxy-2-(4-methoxyphenyl)-10-{[2-(trimethylsilyl)ethoxy]methyl}-8-{[tri(propan-2-yl)silyl]oxy}-1H-pyrrolo[2,1-c][1,4]benzodiazepin-5,11(10H,11aH)-dione COC=1C(=CC2=C(C(N3[C@H](C(N2COCC[Si](C)(C)C)=O)CC(=C3)C3=CC=C(C=C3)OC)=O)C1)O[Si](C(C)C)(C(C)C)C(C)C